1-(6Z,9Z,12Z-octadecatrienoyl)-2-(6Z,9Z,12Z,15Z-octadecatetraenoyl)-glycero-3-phosphoserine CCCCC/C=C\C/C=C\C/C=C\CCCCC(=O)OC[C@H](COP(=O)(O)OC[C@@H](C(=O)O)N)OC(=O)CCCC/C=C\C/C=C\C/C=C\C/C=C\CC